3-(oxybismethylene)bis((3-ethyl)oxetane) O(CC1OCC1CC)CC1OCC1CC